1-n-butyl-1-methylpyrrolidinium triflate [O-]S(=O)(=O)C(F)(F)F.C(CCC)[N+]1(CCCC1)C